C(C)OC(C(C(C=CC=C(C=C[Sn](CCCC)(CCCC)CCCC)C)C)CC)=O ethyl-3,7-dimethyl-9-(tri-n-butylstannyl)non-4,6,8-trienoic acid ethyl ester